OC1C(CN(C1)C=1C=NC=NC1)C=1C=C(C(=O)NC=2C=NC=C(C2)C(F)(F)F)C=CC1C 3-(4-hydroxy-1-(pyrimidin-5-yl)pyrrolidin-3-yl)-4-methyl-N-(5-(trifluoromethyl)pyridin-3-yl)benzamide